FC1=C(C=CC(=C1)B1OC(C(O1)(C)C)(C)C)NC(C(=C)C)=O N-(2-fluoro-4-(4,4,5,5-tetramethyl-1,3,2-dioxaborolan-2-yl)phenyl)methacrylamide